(7aS,11aR)-10-(2-methoxyphenethyl)-5,6,7a,8,9,10,11,11a-octahydro-4H-pyrido[3',4':4,5]pyrrolo[3,2,1-ij]quinoline COC1=C(CCN2C[C@@H]3[C@@H](N4CCCC5=CC=CC3=C45)CC2)C=CC=C1